3-(4-((5-chloro-4-(((1R,4R)-4-((methylamino)methyl)cyclohexyl)methoxy)pyrimidin-2-yl)amino)-3-methyl-1H-pyrazol-1-yl)cyclobutane-1-carbonitrile ClC=1C(=NC(=NC1)NC=1C(=NN(C1)C1CC(C1)C#N)C)OCC1CCC(CC1)CNC